2-Cyclohexyl-5-(2-methyloctan-2-yl)benzene-1,3-diol C1(CCCCC1)C1=C(C=C(C=C1O)C(C)(CCCCCC)C)O